3-benzyl-2,4-dioxo-N-trityl-1,2,3,4-tetrahydroquinazoline-7-carboxamide C(C1=CC=CC=C1)N1C(NC2=CC(=CC=C2C1=O)C(=O)NC(C1=CC=CC=C1)(C1=CC=CC=C1)C1=CC=CC=C1)=O